O1C=2C(=CC=C1)C=1C=CC=CC1C=1C2C=C2C=CC=CC21 indeno[1',2':4,3]naphtho[2,1-b]pyran